4-(2-aminoethyl)-2,6-dimethoxyphenol NCCC1=CC(=C(C(=C1)OC)O)OC